[4-(6-amino-5-chloro-pyrimidin-4-yl)oxy-3-fluorophenyl]-1-phenyl-pyrazole-3-carboxamide NC1=C(C(=NC=N1)OC1=C(C=C(C=C1)C=1C(=NN(C1)C1=CC=CC=C1)C(=O)N)F)Cl